TETRAHYDROCARBAZOLE C1CCC2=C(C1)C3=CC=CC=C3N2